ClC1=NC(=C(C=C1C#N)F)Cl 2,6-dichloro-5-fluoro-pyridine-3-nitrile